1-(5-(3-ethylimidazo[1,2-a]pyrimidin-6-yl)pyrrolo[2,1-f][1,2,4]triazin-2-yl)cyclobutane-1,3-diamine C(C)C1=CN=C2N1C=C(C=N2)C=2C=CN1N=C(N=CC12)C1(CC(C1)N)N